ClC=1C=CC(=C(C1)N1N=C(C=2C=NC(=CC21)C=2C=NN1C2N=CC=C1)C(=O)NC1CC(C1)N(C)C)OC 1-(5-Chloro-2-methoxyphenyl)-N-((1r,3r)-3-(dimethylamino)cyclobutyl)-6-(pyrazolo[1,5-a]pyrimidin-3-yl)-1H-pyrazolo[4,3-c]pyridine-3-carboxamide